methyl (1r,4S,6'S)-4-(3-chloro-4-fluoroanilino)-6'-[(2R)-3-hydroxy-2-methylpropyl]-6',7'-dihydro-2'H-spiro[cyclohexane-1,5'-indeno[5,6-d][1,3]dioxole]-4-carboxylate ClC=1C=C(NC2(CCC3([C@H](CC4=CC=5OCOC5C=C34)C[C@H](CO)C)CC2)C(=O)OC)C=CC1F